3-(5-(4-((cyclopropylamino)methyl)pyridin-2-yl)-1-oxoisoindolin-2-yl)piperidine-2,6-dione C1(CC1)NCC1=CC(=NC=C1)C=1C=C2CN(C(C2=CC1)=O)C1C(NC(CC1)=O)=O